4-[(3S)-3-amino-3-methylpyrrolidin-1-yl]-5-(3-chloro-5-fluorophenyl)-6-methyl-N-[(1S)-1-(pyridin-2-yl)ethyl]pyridine-3-carboxamide N[C@@]1(CN(CC1)C1=C(C=NC(=C1C1=CC(=CC(=C1)F)Cl)C)C(=O)N[C@@H](C)C1=NC=CC=C1)C